ClC1=CC=C(C=C1)NS(=O)(=O)C=1C(=NC=C(C1)[N+](=O)[O-])OC N-(4-chlorophenyl)-2-methoxy-5-nitropyridine-3-sulfonamide